C(C)(C)(C)OC(=O)N1CCN(CC1)C1=NC(=CC=C1)S(NC1=NC(=C(C=C1)Cl)C1=C(C=CC(=C1)F)C)(=O)=O 4-(6-(N-(5-chloro-6-(5-fluoro-2-methylphenyl)pyridin-2-yl)sulfamoyl)pyridin-2-yl)piperazine-1-carboxylic acid tert-butyl ester